3-(6-(Aminomethyl)-5-fluoropyridazin-3-yl)piperidine-2,6-dione NCC1=C(C=C(N=N1)C1C(NC(CC1)=O)=O)F